ClC1=CC=C(C(=N1)C1=NN=C(N1C)C1=C(C=CC=C1F)F)SC 6-chloro-2-[5-(2,6-difluorophenyl)-4-methyl-1,2,4-triazol-3-yl]-3-methylsulfanyl-pyridine